tert-butyl 2-cyclopentyl-3-(hydroxymethyl)-2,8-diazaspiro[4.5]decane-8-carboxylate C1(CCCC1)N1CC2(CC1CO)CCN(CC2)C(=O)OC(C)(C)C